(R)-3-methyl-5-trifluoromethanesulfonyloxy-3,4-dihydro-2H-pyridine-1-carboxylic acid tert-butyl ester C(C)(C)(C)OC(=O)N1C[C@@H](CC(=C1)OS(=O)(=O)C(F)(F)F)C